6-(3-Methyl-2-(quinolin-8-ylcarbamoyl)phenyl)-4-(naphthalen-2-yl)hex-4-enoic acid methyl ester COC(CCC(=CCC1=C(C(=CC=C1)C)C(NC=1C=CC=C2C=CC=NC12)=O)C1=CC2=CC=CC=C2C=C1)=O